N1(CCOCC1)C1=NC2=C(N=CC=C2C(=C1)SC1=CC=CC=C1)C1=CC=NN1 2-(morpholin-4-yl)-4-(phenylsulfanyl)-8-(1H-pyrazol-5-yl)-1,7-naphthyridine